(S)-N-(4-(4-amino-7-(2-(dimethylamino)pyrimidin-5-yl)-1-methyl-1H-pyrazolo[4,3-c]pyridin-3-yl)-2-(1-(4-fluorophenyl)ethoxy)phenyl)-1,1-difluoromethanesulfonamide NC1=NC=C(C2=C1C(=NN2C)C2=CC(=C(C=C2)NS(=O)(=O)C(F)F)O[C@@H](C)C2=CC=C(C=C2)F)C=2C=NC(=NC2)N(C)C